(biphenyl-4-yl)-{4-(7,7-dimethyl-7H-12-oxa-indeno[1,2-a]fluoren-5-yl)-phenyl}-amine C1(=CC=C(C=C1)NC1=CC=C(C=C1)C1=CC2=C(C=3OC=4C=CC=CC4C13)C1=CC=CC=C1C2(C)C)C2=CC=CC=C2